6-chloro-5-[4-[(3-ethyl-2-oxo-1H-1,6-naphthyridin-7-yl)methyl]piperazin-1-yl]-N-methylpyridine-2-carboxamide ClC1=C(C=CC(=N1)C(=O)NC)N1CCN(CC1)CC1=NC=C2C=C(C(NC2=C1)=O)CC